tert-butyl (2-((2-(N,N-bis(4-methoxybenzyl)sulfamoyl)-3-(2-(4-methoxybenzyl)-2H-tetrazol-5-yl)-4-(2-(trichloromethyl)-1H-benzo[d]imidazol-4-yl)phenyl)sulfonyl)ethyl)carbamate COC1=CC=C(CN(S(=O)(=O)C2=C(C=CC(=C2C=2N=NN(N2)CC2=CC=C(C=C2)OC)C2=CC=CC=3NC(=NC32)C(Cl)(Cl)Cl)S(=O)(=O)CCNC(OC(C)(C)C)=O)CC3=CC=C(C=C3)OC)C=C1